[Ni].[Bi] Bismuth Nickel